CC(CCOC=1C=C(C=C(C1)F)C1=C(N=C(S1)C1=C(C=CC=C1)S(=O)(=O)N)C1=C(C=CC=C1C)C)(C)C [5-[3-(3,3-dimethylbutoxy)-5-fluoro-phenyl]-4-(2,6-dimethylphenyl)thiazol-2-yl]benzenesulfonamide